undecan-1,11-dioic acid C(CCCCCCCCCC(=O)O)(=O)O